Cl.Cl.N1=CC=CC=C1 pyridine dihydrochloride